O1C[C@@H](CC1)[C@H](C(=O)OCC)C ethyl (R)-2-((S)-tetrahydrofuran-3-yl)propanoate